BrC1=CC=C(N=N1)NC(=O)C1N(CCOC1)S(=O)(=O)C N-(6-bromopyridazin-3-yl)-4-(methylsulfonyl)morpholine-3-carboxamide